N-[2-(3,5-dichloropyridin-2-yl)-2-(isopropoxy-hydroxyimino)ethyl]-3-(difluoromethyl)-1-methyl-1H-pyrazole-4-carboxamide ClC=1C(=NC=C(C1)Cl)C(CNC(=O)C=1C(=NN(C1)C)C(F)F)=NOOC(C)C